FC1(CCC(CC1)N1C(C(=CC(=C1)F)NC(C1=C(C=C(C=C1)NS(=O)(=O)CCO)N1CCC2(CC2)CC1)=O)=O)F N-(1-(4,4-difluorocyclohexyl)-5-fluoro-2-oxo-1,2-dihydropyridin-3-yl)-4-((2-hydroxyethyl)sulfonamido)-2-(6-azaspiro[2.5]octan-6-yl)benzamide